1-ethyl-6-fluoro-7-piperazin-1-yl-3-(4-chlorocinnamoyl)-[1,8]naphthyridin-4(1H)-one C(C)N1C=C(C(C2=CC(=C(N=C12)N1CCNCC1)F)=O)C(C=CC1=CC=C(C=C1)Cl)=O